ethylene dibromide C(CBr)Br